C[C@H]1C(=NC=2N=C(N=C(C21)C)NC2=NC=C(C=C2)N2CCN(CC2)C2CCNCC2)C(=O)N r-dimethyl-2-[[5-[4-(4-piperidyl)piperazin-1-yl]-2-pyridyl]amino]pyrrolo[2,3-d]pyrimidine-6-carboxamide